p-methylbenzenesulfonylmethyl isonitrile CC1=CC=C(C=C1)S(=O)(=O)C[N+]#[C-]